1,3-diisopropylimidazolium 2-ethylhexanoate C(C)C(C(=O)[O-])CCCC.C(C)(C)N1C=[N+](C=C1)C(C)C